4,4'-((3'-methyl-[1,1'-biphenyl]-2,5-diyl))bis(3-(trifluoromethyl)aniline) CC=1C=C(C=CC1)C1=C(C=CC(=C1)C1=C(C=C(N)C=C1)C(F)(F)F)C1=C(C=C(N)C=C1)C(F)(F)F